2-bromo-6-(1-methylpiperidine-4-carbonyl)pyridine BrC1=NC(=CC=C1)C(=O)C1CCN(CC1)C